6,6'-methylenebis(2-(2-hydroxy-5-methylbenzyl)-4-methylphenol) C(C1=CC(=CC(=C1O)CC1=C(C=CC(=C1)C)O)C)C1=CC(=CC(=C1O)CC1=C(C=CC(=C1)C)O)C